ClC=1C=C(C=CC1F)N(C(=O)[C@H]1N(C[C@H]([C@H]1O)O)C1=NC(=CC(=C1C#N)C(F)(F)F)C)CC (2s,3s,4r)-N-(3-chloro-4-fluoro-phenyl)-1-(3-cyano-6-methyl-4-(trifluoromethyl)pyridin-2-yl)-N-ethyl-3,4-dihydroxypyrrolidine-2-carboxamide